7-(4-(trifluoromethyl)phenyl)-2-naphthoic acid FC(C1=CC=C(C=C1)C1=CC=C2C=CC(=CC2=C1)C(=O)O)(F)F